FC1=C(CNC2=C(C=C(C=C2)C)C)C=CC=C1 (2-fluorobenzyl)-2,4-dimethylaniline